FC(C1=NN=C(O1)C=1C=CC(=NC1)CN(C(=O)C1(CN(C1)C1CCSCC1)F)C1=CC=CC=C1)F N-((5-(5-(difluoromethyl)-1,3,4-oxadiazol-2-yl)pyridin-2-yl)methyl)-3-fluoro-N-phenyl-1-(tetrahydro-2H-thiopyran-4-yl)azetidine-3-carboxamide